2-(cyclopropylmethyl)-N-propyl-N-(1-methyl-1H-pyrazol-4-yl)-1,2,3,4-tetrahydroisoquinolin-7-amine hydrochloride Cl.C1(CC1)CN1CC2=CC(=CC=C2CC1)N(C=1C=NN(C1)C)CCC